vinyl-L-histidine C(=C)N[C@@H](CC1=CNC=N1)C(=O)O